2'-fluoro-3'-thioadenosine F[C@@]1([C@@H](O[C@@H]([C@H]1S)CO)N1C=NC=2C(N)=NC=NC12)O